CC=1C=NN2C1C(=NC(=C2)C=2C=NN(C2)C)C=2CCNCC2 3-methyl-6-(1-methylpyrazol-4-yl)-4-(1,2,3,6-tetrahydropyridin-4-yl)pyrazolo[1,5-a]pyrazine